C1=CC2=C(C=C1Br)C(=CN2)CC(C(=O)[O-])[NH3+] The molecule is an alpha-amino acid zwitterion obtained by transfer of a proton from the carboxy to the amino group of 5-bromotryptophan; major species at pH 7.3. It is a tautomer of a 5-bromotryptophan.